(R)-3-amino-1-(2-((6-amino-9H-purin-9-yl)methyl)-4-fluoro-3-(2,2,2-trifluoroethyl)phenyl)-N-cyclopropylpyrrolidine-3-carboxamide N[C@]1(CN(CC1)C1=C(C(=C(C=C1)F)CC(F)(F)F)CN1C2=NC=NC(=C2N=C1)N)C(=O)NC1CC1